BrC1=C(C=C(C(=C1)C)N=C=O)N=C=O 4-bromo-6-methyl-1,3-phenylene diisocyanate